N-((S)-1-((tert-butyldiphenylsilyl)oxy)-3-cyclopropyl-2-methylpropan-2-yl)-2-methyl-Propane-2-sulfinamide [Si](C1=CC=CC=C1)(C1=CC=CC=C1)(C(C)(C)C)OC[C@@](CC1CC1)(C)NS(=O)C(C)(C)C